3-((benzyloxy)methyl)-1-(2-(3-chloro-5-methyl-1H-pyrazol-4-yl)-7-fluoro-4-isopropylquinolin-6-yl)-4-ethyl-1H-1,2,4-triazol-5(4H)-one C(C1=CC=CC=C1)OCC1=NN(C(N1CC)=O)C=1C=C2C(=CC(=NC2=CC1F)C=1C(=NNC1C)Cl)C(C)C